Methyl (Z)-2-bromobut-2-enoate Br\C(\C(=O)OC)=C/C